ClC1=C(C=C(C2=CC=CC=C12)C#N)F 4-chloro-3-fluoro-naphthalene-1-carbonitrile